3-(methacryloyloxymethyl)2-trifluoromethyl-oxetane C(C(=C)C)(=O)OCC1C(OC1)C(F)(F)F